methyl 4-[(2-methoxy-4-{6-oxo-2H,4H,5H,6H,7H-pyrazolo[3,4-b]pyridin-4-yl}phenoxy)methyl]-3-(trifluoromethyl)benzoate COC1=C(OCC2=C(C=C(C(=O)OC)C=C2)C(F)(F)F)C=CC(=C1)C1C=2C(NC(C1)=O)=NNC2